p-Tolylphosphine C1(=CC=C(C=C1)P)C